F[P-](F)(F)(F)(F)F.C[S+](C1=CC=CC2=CC=CC=C12)C Dimethylnaphthylsulfonium hexafluoro-phosphat